ClC=1C=C(C=CC1)N1N=C(C=C1)C(C(=O)O)C 2-[1-(3-chlorophenyl)pyrazol-3-yl]propanoic acid